ClC=1C(N(N=CC1CC(C)=O)C1OCCCC1)=O 4-chloro-2-(tetrahydropyran-2-yl)-5-(2-oxopropyl)pyridazin-3-one